ethyl 2-({6-[(1,3-benzothiazol-2-yl) amino]-5-(propan-2-yl) pyridazin-3-yl} (methyl) amino)-1,3-thiazole-4-carboxylate S1C(=NC2=C1C=CC=C2)NC2=C(C=C(N=N2)N(C=2SC=C(N2)C(=O)OCC)C)C(C)C